C(C)C1=C(C(=O)O)C=C(C=C1N)N ethyl-3,5-diaminobenzoic acid